C(C)N1N=C2N=C(C=NC2=C1)N[C@@H](C)C=1C=C(C=CC1)NC(=O)C1=CN=C(S1)C(=O)N (S)-N5-(3-(1-((2-ethyl-2H-pyrazolo[3,4-b]pyrazin-6-yl)amino)ethyl)phenyl)thiazole-2,5-dicarboxamide